4-{4-[4-(2-methoxyethoxy)phenoxy]piperidin-1-yl}-1-methyl-2-oxo-1,2-dihydroquinoline COCCOC1=CC=C(OC2CCN(CC2)C2=CC(N(C3=CC=CC=C23)C)=O)C=C1